ClC1=NC2=C(C(=C(C(=C2N=C1Cl)[2H])[2H])[2H])[2H] 2,3-Dichloro-5,6,7,8-tetradeuteroquinoxaline